[Ca].[Mg].[Ag] silver-magnesium-calcium